C1=NC=C(C2=CC=CC=C12)N1C(N(C[C@H]1C#N)C1CC(C1)C)=O (S)-3-(isoquinolin-4-yl)-1-((1R,3S)-3-methylcyclobutyl)-2-oxoimidazoline-4-carbonitrile